COC1=C2CCCC(C2=CC=C1C)NC(=O)C=1C(NC(=CC1)C(F)(F)F)=O N-(5-methoxy-6-methyl-1,2,3,4-tetrahydronaphthalen-1-yl)-2-oxo-6-(trifluoromethyl)-1,2-dihydropyridine-3-carboxamide